C1=CC=CC=2C3=CC=CC=C3C(C12)CCC(=O)NCCC(=O)N1C2=C(C#CC3=C(C1)C=CC=C3)C=CC=C2 (9H-fluoren-9-yl)methyl-N-[3-(11,12-didehydrodibenzo[b,f]azocin-5(6H)-yl)-3-oxopropyl]acetamide